4-(4-(4-iodophenyl)-3,6-dihydropyridin-1(2H)-yl)-2-methyl-2-(methanesulfonyl)-N-((tetrahydro-2H-pyran-2-yl)oxy)butanamide IC1=CC=C(C=C1)C=1CCN(CC1)CCC(C(=O)NOC1OCCCC1)(S(=O)(=O)C)C